N-acetyl-L-glutamate platinum [Pt+2].C(C)(=O)N[C@@H](CCC(=O)[O-])C(=O)[O-]